CC(CSSSSCC([SiH2]OCCCOCC)C)[SiH2]OCCCOCC bis(methylethoxypropoxysilylethyl) tetrasulfide